1-tetradecyl-2-(9Z-hexadecenoyl)-sn-glycero-3-phosphocholine CCCCCCCCCCCCCCOC[C@H](COP(=O)([O-])OCC[N+](C)(C)C)OC(=O)CCCCCCC/C=C\CCCCCC